COC(=O)C1=C(C=NN1C)N1C(=CC(C2=CC(=CC=C12)F)=C=O)C 4-(6-fluoro-2-methyl-4-carbonylquinolin-1(4H)-yl)-1-methyl-1H-pyrazole-5-carboxylic acid methyl ester